methyl 4-bromo-2-(dimethylamino)-3-fluorobenzoate BrC1=C(C(=C(C(=O)OC)C=C1)N(C)C)F